t-hexadecyl mercaptan CCCCCCCCCCCCCC(C)(C)S